(S)-(4-(1-methoxyethyl)-3-(4,4,5,5-tetramethyl-1,3,2-dioxaborolan-2-yl)phenyl)dimethylphosphine oxide CO[C@@H](C)C1=C(C=C(C=C1)P(C)(C)=O)B1OC(C(O1)(C)C)(C)C